3-fluoro-5-formyl-benzenenitrile FC=1C=C(C=C(C1)C=O)C#N